5-((3aS,4S,6aR)-2-oxohexahydro-1H-thieno[3,4-d]imidazol-4-yl)pentanoic anhydride O=C1N[C@H]2[C@@H](N1)CS[C@H]2CCCCC(=O)OC(CCCC[C@@H]2SC[C@@H]1NC(N[C@@H]12)=O)=O